C1=NC=CC=2C(=CC=CC12)N 5-isoquinolinamine